(R)-1-(7-chloro-8-fluoro-5-methyl-2-(((S)-1-methylpyrrolidin-2-yl)methoxy)pyrido[4,3-d]pyrimidin-4-yl)piperidin-3-ol ClC1=C(C=2N=C(N=C(C2C(=N1)C)N1C[C@@H](CCC1)O)OC[C@H]1N(CCC1)C)F